(1-nitrocyclopentyl)propionic acid [N+](=O)([O-])C1(CCCC1)C(C(=O)O)C